(2S)-10-((5-chloro-2-(3,3-difluoro-8-azabicyclo[3.2.1]octan-8-yl)pyrimidin-4-yl)amino)-2,7-dimethyl-2,3-dihydro-[1,4]oxazepino[6,5-c]quinoline-5,6(1H,7H)-dione ClC=1C(=NC(=NC1)N1C2CC(CC1CC2)(F)F)NC2=CC=1C3=C(C(N(C1C=C2)C)=O)C(OC[C@@H](N3)C)=O